sodium 7-(diethylamino)-4-methyl-2H-chromen-2-one sulfate S(=O)(=O)([O-])[O-].C(C)N(C1=CC=C2C(=CC(OC2=C1)=O)C)CC.[Na+].[Na+]